6-((7-((2S,4R)-4-amino-2-phenylpiperidine-1-carbonyl)-7-azaspiro[4.5]dec-10-yl)methyl)-2-(methylsulfanyl)pyrido[4,3-d]pyrimidin-5(6H)-one N[C@H]1C[C@H](N(CC1)C(=O)N1CC2(CCCC2)C(CC1)CN1C(C2=C(N=C(N=C2)SC)C=C1)=O)C1=CC=CC=C1